C(C)NC(C(CCCC(=O)NC=1C(N(C=CC1)CC(=O)NC1C2CC3CC(CC1C3)C2)=O)=O)=O N6-ethyl-N1-(1-(2-(2-adamantylamino)-2-oxoethyl)-2-oxo-1,2-dihydropyridin-3-yl)-5-oxohexandiamid